CN(CCC=1C(=C(C=C(C1NC1=NC=C(C(=N1)C1=CN(C2=CC(=CC=C12)OC)C)C(F)(F)F)OC)NC)[N+](=O)[O-])C (2-(dimethylamino)ethyl)-5-methoxy-N4-(4-(6-methoxy-1-methyl-1H-indol-3-yl)-5-(trifluoromethyl)pyrimidin-2-yl)-N1-methyl-2-nitrobenzene-1,4-diamine